N-(4-(4-amino-7-methyl-5-(4-(methyl(pyrimidin-2-yl)amino)phenyl)-7H-pyrrolo[2,3-d]pyrimidin-6-yl)phenyl)methacrylamide NC=1C2=C(N=CN1)N(C(=C2C2=CC=C(C=C2)N(C2=NC=CC=N2)C)C2=CC=C(C=C2)NC(C(=C)C)=O)C